COC=1C=C(C=CC1OC)N1C=CC2=NC=C(C=C21)N[C@@H](C)C=2C=C(C=CC2)NC(C2=CN=CC(=C2)C)=O (S)-N-(3-(1-((1-(3,4-dimethoxyphenyl)-1H-pyrrolo[3,2-b]pyridin-6-yl)amino)ethyl)phenyl)-5-methylnicotinamide